OC1=C(C(=O)OCCCCCCCCCCCCCCCCCCCC)C=CC=C1 eicosyl o-hydroxybenzoate